COC(C1=CC(=C(C=C1)O)NC(C(C1CCC(CC1)(F)F)NC(=O)OCC1=CC=CC=C1)=O)=O.ClC1=C(C=CC(=C1)Cl)[C@H]1[C@H](CC1)NC(C1=C(N=CC=C1)C(F)(F)F)=O N-[(1s,2s)-2-(2,4-dichlorophenyl)cyclobutyl]-2-(trifluoromethyl)nicotinamide methyl-3-(2-(((benzyloxy)carbonyl)amino)-2-(4,4-difluorocyclohexyl)acetamido)-4-hydroxybenzoate